ClC1=C(OC=2C=CC(=C(C2)S(=O)(=O)NCC(=O)N)O)C(=CC(=C1)N1N=C(C(NC1=O)=O)C(F)F)Cl 2-((5-(2,6-dichloro-4-(6-(difluoromethyl)-3,5-dioxo-4,5-dihydro-1,2,4-triazin-2(3H)-yl)phenoxy)-2-hydroxyphenyl)sulfonylamino)acetamide